CC(C#C)C1=C(C=CC2=C(C=CC=C12)OC1=CC=C(C=C1)C(F)(F)F)C(=O)N (1-methylpropan-2-ynyl)-5-[4-(trifluoromethyl)phenoxy]Naphthalene-2-carboxamide